4-nitro-1H,2H,3H,5H,6H,7H,8H-cyclopenta[b]naphthalen-1-one [N+](=O)([O-])C1=C2C(=CC=3CCCCC13)C(CC2)=O